[Br-].COC1=CC=CC2=[N+](C3=CC=CC=C3C(=C12)C1=CC=CC=C1)C1=CC=CC=C1 1-methoxy-9,10-diphenylacridinium bromide